2,3-butanediamine CC(C(C)N)N